N1=CC=C(C=C1)C1=C(C=CC=C1)C1(CC1)N 1-(2-(pyridin-4-yl)phenyl)cyclopropanamine